γ-methylacryloyloxypropyltrimethoxysilane CC=CC(=O)OCCC[Si](OC)(OC)OC